methyl-4-(4-(2-((4-nitro-3-(trifluoromethyl)phenyl)amino)-2-oxoacetyl)phenoxy)pyridinecarboxamide CC=1C(=NC=CC1OC1=CC=C(C=C1)C(C(=O)NC1=CC(=C(C=C1)[N+](=O)[O-])C(F)(F)F)=O)C(=O)N